COC(C(CO)N(CC#C)CC1=CC=CC=C1)=O 2-(benzyl-(prop-2-yn-1-yl)amino)-3-hydroxypropionic acid methyl ester